hafnium disulphide [S-2].[S-2].[Hf+4]